2-methyl-4-[(1R)-2,2,3-trimethyl-3-cyclopenten-1-yl]-4-pentenal CC(C=O)CC(=C)[C@@H]1C(C(=CC1)C)(C)C